C12CNCC(O1)C2 3-aza-6-oxabicyclo[3.1.1]heptane